C1(=CC=CC=2C3=CC=CC=C3C3=CC=CC=C3C3=CC=CC=C3C12)C(=O)O tetraphenylenecarboxylic acid